N-[(1S)-1-[(1R)-7-(1-isopropyl-6-oxo-3-pyridyl)tetralin-1-yl]-2-[4-(3-methylimidazol-4-yl)anilino]-2-oxo-ethyl]-2-methyl-pyrazole-3-carboxamide C(C)(C)N1C=C(C=CC1=O)C1=CC=C2CCC[C@H](C2=C1)[C@@H](C(=O)NC1=CC=C(C=C1)C=1N(C=NC1)C)NC(=O)C=1N(N=CC1)C